COC(=O)C=1C=CC=2C(=NCN2)C1 2H-benzo[d]imidazole-6-carboxylic acid methyl ester